N[C@]12CN(CC2C1)C1=CC=CC(=N1)C1=NC2=CC(=NC=C2C=C1)CNC(C1=CC(=C(C=C1)C)S(=O)(=O)C)=O N-((2-(6-((1R)-1-amino-3-azabicyclo[3.1.0]hexan-3-yl)pyridin-2-yl)-1,6-naphthyridin-7-yl)methyl)-4-methyl-3-(methylsulfonyl)benzamide